3-((2S)-2-hydroxy-3-(8-(naphthalen-2-ylsulfonyl)-1-oxa-8-azaspiro[4.5]dec-3-ylamino)propoxy)-N-(2-(2-oxopyrrolidin-1-yl)ethyl)benzenesulfonamide O[C@H](COC=1C=C(C=CC1)S(=O)(=O)NCCN1C(CCC1)=O)CNC1COC2(C1)CCN(CC2)S(=O)(=O)C2=CC1=CC=CC=C1C=C2